(S)-1-(4-chloro-3-fluorophenyl)-5-(5-(3,5-dimethylisoxazol-4-yl)-1-((R)-1-(methylsulfonyl)pyrrolidin-3-yl)-1H-benzo[d]imidazol-2-yl)pyrrolidin-2-one ClC1=C(C=C(C=C1)N1C(CC[C@H]1C1=NC2=C(N1[C@H]1CN(CC1)S(=O)(=O)C)C=CC(=C2)C=2C(=NOC2C)C)=O)F